8-(2-fluoro-4-(trifluoromethyl)phenyl)-2,3-dimethyl-6-((2r,4s)-2-(1-methyl-1H-pyrazol-4-yl)tetrahydro-2H-pyran-4-yl)pyrimido[5,4-d]pyrimidin-4(3H)-one FC1=C(C=CC(=C1)C(F)(F)F)C1=NC(=NC2=C1N=C(N(C2=O)C)C)[C@@H]2C[C@@H](OCC2)C=2C=NN(C2)C